C(C)OC(=O)C1(CSCC1O)N1C2=NC=NC(=C2N=C1)N1CCC(CC1)F (±)-Ethyl-3-(6-(4-fluoropiperidin-1-yl)-9H-purin-9-yl)-4-hydroxytetrahydrothiophene-3-carboxylate